NCCC=1C=CC(=C(N)C1)C 5-(2-aminoethyl)-2-methylaniline